CS(=O)(=O)C1=NC=C(C=N1)C(C)N1N=CC(=C1)NC(O)=O (1-(1-(2-(methylsulfonyl)pyrimidin-5-yl)ethyl)-1H-pyrazol-4-yl)carbamic acid